BrC=1C=C2C(=NC1)C=C(N2COCC[Si](C)(C)C)CN2[C@H](CCC2)C 2-[[6-bromo-2-[[(2S)-2-methylpyrrolidin-1-yl]methyl]pyrrolo[3,2-b]pyridin-1-yl]methoxy]ethyl-trimethylsilane